z-pentyl carbamate C(N)(OCCCCC)=O